C(C)(=O)C=1C=C(C=C(C1)C(C)=O)\C=C\C1=CC=C(C=C1)O trans-3,5-diacetyl-4'-hydroxy-stilbene